C(CC(O)(C(=O)O)CC(=O)O)(=O)O.C(CCCCCCCCCCCCCCCCC)(=O)OCC(O)CO Glyceryl Stearat Citrat